tert-butyl 4-(3-fluoro-4-(4-(4-oxo-4,5,6,7-tetrahydro-1H-pyrrolo[3,2-c]pyridin-2-yl)pyridin-2-yl)phenyl)piperazine-1-carboxylate, formic acid salt C(=O)O.FC=1C=C(C=CC1C1=NC=CC(=C1)C1=CC=2C(NCCC2N1)=O)N1CCN(CC1)C(=O)OC(C)(C)C